FC1=C(C=CC=C1F)C1CC=NN1C(=O)C12CC(C1)(C2)COC2=NC=C(C#N)C=C2 6-((3-(5-(2,3-difluorophenyl)-4,5-dihydro-1H-pyrazole-1-carbonyl)bicyclo[1.1.1]pentan-1-yl)methoxy)nicotinonitrile